2-isocyanoethyl acrylate (2-isocyanatoethyl acrylate) N(=C=O)CCC(C(=O)O)=C.C(C=C)(=O)OCC[N+]#[C-]